4-((S)-1-(5-fluoropyridin-2-yl)ethoxy)-6-(1-((1s,4R)-4-hydroxycyclohexyl)-5-methyl-1H-pyrazol-4-yl)-pyrazolo[1,5-a]pyridine-3-carbonitrile FC=1C=CC(=NC1)[C@H](C)OC=1C=2N(C=C(C1)C=1C=NN(C1C)C1CCC(CC1)O)N=CC2C#N